N2-[2-(7-methoxy-1H-indol-3-yl)ethyl]-N4-(2-methyl-1H-indol-5-yl)pyrimidine-2,4-diamine COC=1C=CC=C2C(=CNC12)CCNC1=NC=CC(=N1)NC=1C=C2C=C(NC2=CC1)C